(2-oxo-3,3-difluoroheptyl)phosphonic acid dimethyl ester COP(OC)(=O)CC(C(CCCC)(F)F)=O